OC(CN1C(C(=C(C2=CC=CN=C12)O)C(=O)NC1CCC(CC1)(C)C)=O)CO 1-(2,3-dihydroxypropyl)-N-(4,4-dimethylcyclohexyl)-4-hydroxy-2-oxo-1,8-naphthyridine-3-carboxamide